(3,4-Dimethoxy-phenyl)-[4-(3-phenyl-propyl)-1-piperidyl]methanone COC=1C=C(C=CC1OC)C(=O)N1CCC(CC1)CCCC1=CC=CC=C1